Tert-butyl 4-(3-(4-(1-(2,6-dioxopiperidin-3-yl)-3-methyl-2-oxo-2,3-dihydro-1H-benzo[d]imidazol-5-yl)phenyl)propanoyl)piperazine-1-carboxylate O=C1NC(CCC1N1C(N(C2=C1C=CC(=C2)C2=CC=C(C=C2)CCC(=O)N2CCN(CC2)C(=O)OC(C)(C)C)C)=O)=O